N[C@H](CO)CN1N=C(N=N1)C=1C=NC(=CC1)OC1=CC=C(C=C1)Cl (S)-2-amino-3-(5-(6-(4-chlorophenoxy)pyridin-3-yl)-2H-tetrazol-2-yl)propan-1-ol